C(C)N1C[C@@H](CCC1)NC=1N=NC(=C2C1SC=C2)C2=CC=C(C=C2)C(F)(F)F |r| (rac)-N-(1-ethyl-3-piperidinyl)-4-[4-(trifluoromethyl)phenyl]thieno[2,3-d]pyridazin-7-amine